CN(C1CN2C3=C(C=CC=C3C1)C(=C2)C=O)C 5-(dimethylamino)-5,6-dihydro-4H-pyrrolo[3,2,1-ij]quinoline-1-carbaldehyde